2-chloro-6-methyl-4-(1-(1-methylpiperidin-4-yl)-2-oxo-5-phenyl-1,2-dihydropyridin-4-yl)-1-tosyl-1,6-dihydro-7H-pyrrolo[2,3-c]pyridin-7-one ClC1=CC2=C(C(N(C=C2C2=CC(N(C=C2C2=CC=CC=C2)C2CCN(CC2)C)=O)C)=O)N1S(=O)(=O)C1=CC=C(C)C=C1